6-(5-methyl-4-prop-2-enoyl-2,3-dihydroquinoxalin-1-yl)-8-[4-(oxetan-3-yloxy)phenyl]pyrido[2,3-d]pyrimidin-7-one CC1=C2N(CCN(C2=CC=C1)C1=CC2=C(N=CN=C2)N(C1=O)C1=CC=C(C=C1)OC1COC1)C(C=C)=O